CN1C=NC2=C1C=CC(=C2)N 1-methyl-1,3-benzodiazol-5-amine